(2-bromo-ethyl)-phosphonic ACID DIETHYL ESTER C(C)OP(OCC)(=O)CCBr